thiazol-4-ylmethanamine S1C=NC(=C1)CN